tungsten-silicon-copper [Cu].[Si].[W]